(S)-2-amino-3-(7-isopropyl-1H-indol-3-yl)propionic acid hydrochloride Cl.N[C@H](C(=O)O)CC1=CNC2=C(C=CC=C12)C(C)C